COC(=O)C1=C(C(=O)O)C=CC=N1 (methoxycarbonyl)nicotinic acid